CN1N=C(C2=CC=C(C=C12)C1CCN(CC1)CC1CCNCC1)C1C(NC(CC1)=O)=O 3-[1-methyl-6-[1-(4-piperidinylmethyl)-4-piperidinyl]indazol-3-yl]piperidine-2,6-dione